(4-(4-chlorophenoxy)phenyl)-6,7-bis(2-methoxyethoxy)quinazolin-4-amine ClC1=CC=C(OC2=CC=C(C=C2)C2=NC3=CC(=C(C=C3C(=N2)N)OCCOC)OCCOC)C=C1